BrC1=CN(C2=CN=C(C=C21)Cl)C(=O)OC(C)(C)C tert-butyl 3-bromo-5-chloro-pyrrolo[2,3-c]pyridine-1-carboxylate